C(CCCCCCCCCCC)S[C@H](C)CC(CCCC)=O |r| (+-)-2-(dodecylthio)octan-4-one